7-(8-ethyl-7-fluoro-3-(methoxymethoxy)naphthalen-1-yl)-8-fluoro-2-(((2S,7aR)-2-fluorotetrahydro-1H-pyrrolizin-7a(5H)-yl)methoxy)-4-(3-methoxypiperidin-1-yl)pyrido[4,3-d]pyrimidine C(C)C=1C(=CC=C2C=C(C=C(C12)C1=C(C=2N=C(N=C(C2C=N1)N1CC(CCC1)OC)OC[C@@]12CCCN2C[C@H](C1)F)F)OCOC)F